OC1(CN(CCC1)C=O)C (3-hydroxy-3-methyl-piperidin-1-yl)methanone